BrC=1C=C2CCC[C@H](C2=CC1)N(C(OC(C)(C)C)=O)C[C@H]1NC(CC1)=O tert-Butyl ((R)-6-bromo-1,2,3,4-tetrahydronaphthalen-1-yl)(((S)-5-oxopyrrolidin-2-yl)methyl)carbamate